5-(benzhydrylideneamino)-3-cyclopropyl-pyridin-2-amine C(C1=CC=CC=C1)(C1=CC=CC=C1)=NC=1C=C(C(=NC1)N)C1CC1